2-((3aR,5r,6aS)-5-benzyl-5-hydroxyhexa-hydrocyclopenta[c]pyrrol-2(1H)-yl)-1-(3,5-difluoro-4-hydroxyphenyl)ethanone C(C1=CC=CC=C1)C1(C[C@@H]2[C@@H](CN(C2)CC(=O)C2=CC(=C(C(=C2)F)O)F)C1)O